FC=1C=C(C=C(C1F)OCC1=NN(C=N1)C)[C@@H]1[C@@H](C1)C=1C=NC(=NC1)C1=NC=CC=N1 cis-5-(2-(3,4-difluoro-5-((1-methyl-1H-1,2,4-triazol-3-yl)methoxy)phenyl)cyclopropyl)-2,2'-bipyrimidine